(+)-(4aR,8aS)-6-[3-[3-(2-Azaspiro[3.3]heptan-2-yl)-5-chloro-phenoxy]azetidine-1-carbonyl]-4,4a,5,7,8,8a-hexahydropyrido[4,3-b][1,4]oxazin-3-one C1N(CC12CCC2)C=2C=C(OC1CN(C1)C(=O)N1C[C@@H]3[C@@H](OCC(N3)=O)CC1)C=C(C2)Cl